1,1,2,3-tetramethyl-1H-benzo[e]indol-3-ium CC1(C(=[N+](C=2C=CC3=C(C12)C=CC=C3)C)C)C